O=C1N(C=CC(N1)=O)C1=CN=CC2=CC(=CC=C12)OCCCCC=O 5-(4-(2,4-dioxo-3,4-dihydropyrimidin-1(2H)-yl)isoquinolin-7-yloxy)pentanal